3-vinyl-2-oxazolidinone C(=C)N1C(OCC1)=O